3-(4,4-Difluoro-3,3-dimethyl-3,4-dihydroisoquinoline-1-yl)quinoline FC1(C(N=C(C2=CC=CC=C12)C=1C=NC2=CC=CC=C2C1)(C)C)F